benzyl (2S,4R)-4-fluoro-4-(fluoromethyl)pyrrolidine-2-carboxylate F[C@@]1(C[C@H](NC1)C(=O)OCC1=CC=CC=C1)CF